NC1=C2CCN(CC2=CC=N1)C(=O)NC1=CC(=C(C=C1)Cl)Cl 5-amino-N-(3,4-dichlorophenyl)-3,4-dihydro-2,6-naphthyridine-2(1H)-carboxamide